C1CCCCC1.[Sn] Tin cyclohexane